C1(CCCCC1)C[C@H](C(=O)N1CC2(CCCC2)C(CC1)(O)CN1C(C2=C(C=C1)SC=C2)=O)C 5-((7-((R)-3-Cyclohexyl-2-methylpropanoyl)-10-hydroxy-7-azaspiro[4.5]decan-10-yl)methyl)thieno[3,2-c]pyridin-4(5H)-one